3-(Prop-2-en-1-yl)dihydrofuran-2,5-dion C(C=C)C1C(OC(C1)=O)=O